CN1[C@H]2CN([C@@H](C1)C2)C=2C(=C(N)C=CC2)[N+](=O)[O-] 3-((1R,4R)-5-methyl-2,5-diazabicyclo[2.2.1]Hept-2-yl)-2-nitroaniline